2-((2-fluoro-5-(3-methyl-1,2,4-thiadiazol-5-yl)phenyl)amino)-1-(4-methoxyindolin-1-yl)ethan-1-one FC1=C(C=C(C=C1)C1=NC(=NS1)C)NCC(=O)N1CCC2=C(C=CC=C12)OC